5-[4-(4-Pentylcyclohexyl)phenyl]benzene-1,3-diol C(CCCC)C1CCC(CC1)C1=CC=C(C=C1)C=1C=C(C=C(C1)O)O